The molecule is a dipeptide formed from two L-glutamine residues. It has a role as a Mycoplasma genitalium metabolite. It derives from a L-glutamine. C(CC(=O)N)[C@@H](C(=O)N[C@@H](CCC(=O)N)C(=O)O)N